(1R,2R)-trans-N-Boc-1,2-cyclopentanediamine CC(C)(C)OC(=O)N[C@@H]1CCC[C@H]1N